C(C)(C)(C)OC(=O)N1CCC(C2=NC=C(C(=C12)C)Br)=O.OCCN1CCC(CC1)C(=O)NC=1N=CC2=CC=C(C=C2C1)C=1N=NN(C1)C 1-(2-hydroxyethyl)-N-(6-(1-methyl-1H-1,2,3-triazol-4-yl)isoquinolin-3-yl)piperidine-4-carboxamide tert-Butyl-7-bromo-8-methyl-4-oxo-2,3-dihydro-1,5-naphthyridine-1-carboxylate